O1CCN(CC1)C(=O)C1NCCCC1 morpholino(piperidin-2-yl)methanone